C1(=CC=C(C=C1)C[C@H](C[C@H](C(=O)OCC)C)NC(CCC(=O)[O-])=O)C1=CC=CC=C1 4-(((2S,4R)-1-([1,1'-Biphenyl]-4-yl)-5-ethoxy-4-methyl-5-oxopentan-2-yl)amino)-4-oxobutanoat